Dimethoxycyclohexylsilane CO[SiH](C1CCCCC1)OC